COCCNCC=1C=C(C=CC1)C1=CC=C(C=C1)C=1C=CC2=C(NC(=N2)C)C1 6-(3'-(((2-Methoxyethyl)amino)Methyl)-[1,1'-Biphenyl]-4-yl)-2-Methyl-1H-benzo[d]Imidazol